C(C)(C)N1[SiH2]N([SiH2]N([SiH2]1)C(C)C)C(C)C tri(isopropyl)cyclotrisilazane